Fmoc succinate C(CCC(=O)[O-])(=O)OC(=O)OCC1C2=CC=CC=C2C2=CC=CC=C12